The molecule is a member of the class of pyrazines that is amiloride in which the two amino hydrogens at position N-5 are replaced by a hexamethylene moiety, resulting in the formation of an azepane ring. It has a role as a sodium channel blocker, an apoptosis inducer, an antineoplastic agent and an odorant receptor antagonist. It is a member of pyrazines, an organochlorine compound, a member of azepanes, a member of guanidines, an aromatic amine and a monocarboxylic acid amide. It derives from an amiloride. C1CCCN(CC1)C2=NC(=C(N=C2Cl)C(=O)N=C(N)N)N